6-morpholino-3-nitropyridin-2-amine O1CCN(CC1)C1=CC=C(C(=N1)N)[N+](=O)[O-]